4-amino-2-(ethoxymethyl)-1H-imidazo[4,5-C]quinolin-1-yl-2-propanol NC1=NC=2C=CC=CC2C2=C1N=C(N2CC(C)O)COCC